1-(oxetane-3-yl)-1H-pyrazole-3-carboxylic acid O1CC(C1)N1N=C(C=C1)C(=O)O